oxotitanium sulfate S(=O)(=O)([O-])[O-].O=[Ti+2]